tert-butyl (R)-2-(((5-(2-((5-fluoropyrimidin-2-yl)amino)pyrazolo[1,5-a]pyridin-5-yl)-1-methyl-1H-pyrazol-4-yl)oxy)methyl)azetidine-1-carboxylate FC=1C=NC(=NC1)NC1=NN2C(C=C(C=C2)C2=C(C=NN2C)OC[C@@H]2N(CC2)C(=O)OC(C)(C)C)=C1